(3R)-1-(8-chloro-7-(5-cyclopropyl-6-methyl-1H-indazol-4-yl)-2-(((2R,7aS)-2-fluorotetrahydro-1H-pyrrolizin-7a(5H)-yl)methoxy)pyrido[4,3-d]pyrimidin-4-yl)-3-methylpiperidin-3-ol ClC1=C(N=CC2=C1N=C(N=C2N2C[C@@](CCC2)(O)C)OC[C@]21CCCN1C[C@@H](C2)F)C2=C1C=NNC1=CC(=C2C2CC2)C